FC1=C(C=CC2=C1O[C@@H]1[C@H]2NCCC1)C(F)(F)F (4aS,9bS)-6-fluoro-7-(trifluoromethyl)-1,2,3,4,4a,9b-hexahydrobenzofuro[3,2-b]pyridine